N=1N=CN(C1)NC(N)=O 3-(4H-1,2,4-triazol-4-yl)urea